N-(6-amino-5-methyl-3-pyridyl)-2-[(2S,4R)-4-Cyano-2-phenyl-1-piperidyl]-2-oxo-acetamide NC1=C(C=C(C=N1)NC(C(=O)N1[C@@H](C[C@@H](CC1)C#N)C1=CC=CC=C1)=O)C